trans-5-(4-chloro-3-fluorophenyl)-N-(4-(5-chlorobenzofuran-2-carboxamido)cyclohexyl)-1,3,4-oxadiazole ClC1=C(C=C(C=C1)C1=NN(CO1)[C@@H]1CC[C@H](CC1)NC(=O)C=1OC2=C(C1)C=C(C=C2)Cl)F